fluorenylmethoxycarbonyl-isoleucine C1(=CC=CC=2C3=CC=CC=C3CC12)COC(=O)N[C@@H]([C@@H](C)CC)C(=O)O